(5-(tert-butyl)-4,5,6,7-tetrahydro-1H-pyrazolo[4,3-c]pyridin-3-yl)(4-(2-(trifluoromethyl)phenyl)piperidin-1-yl)methanone C(C)(C)(C)N1CC2=C(CC1)NN=C2C(=O)N2CCC(CC2)C2=C(C=CC=C2)C(F)(F)F